C(C=C)N1N=CC(=N1)C1=CC=CC=C1 2-allyl-4-phenyl-2H-1,2,3-triazole